3-(2-chloro-3-(1,4-benzodioxan-6-yl)anilino)-1-methylindazol ClC1=C(NC2=NN(C3=CC=CC=C23)C)C=CC=C1C1=CC2=C(OCCO2)C=C1